FC=1C=C(C=NC1C=1N(C=C(N1)C(F)(F)F)C)C(=O)OC methyl 5-fluoro-6-[1-methyl-4-(trifluoromethyl)imidazol-2-yl]pyridine-3-carboxylate